CC1=C(SC=N1)/C=C\\C2=C(N3[C@@H]([C@@H](C3=O)NC(=O)/C(=N\\OC)/C4=CSC(=N4)N)SC2)C(=O)O The molecule is a broad spectrum, third-generation cephalosporin antibiotic with (Z)-2-(4-methyl-1,3-thiazol-5-yl)ethenyl and (2Z)-2-(2-amino-1,3-thiazol-4-yl)-2-(methoxyimino)acetamido groups at positions 3 and 7, respectively, of the cephem skeleton. Generally administered as its orally absorbed pivaloyloxymethyl ester prodrug, it is used for the treatment of mild to moderate infections caused by susceptible strains of microorganisms in acute bacterial exacerbation of chronic bronchitis, community-acquired pneumonia, pharyngitis/tonsillitis, and uncomplicated skin and skin-structure infections. It has a role as an antibacterial drug. It is a cephalosporin and a carboxylic acid.